(4-(((1S,3S)-3-(bromomethyl)cyclopentyl)methyl)piperazin-1-yl)(4-((5-chloro-4-(methylamino)pyrimidin-2-yl)amino)-3-methoxyphenyl)methanone BrC[C@@H]1C[C@H](CC1)CN1CCN(CC1)C(=O)C1=CC(=C(C=C1)NC1=NC=C(C(=N1)NC)Cl)OC